C(C)(C)(C)OC(=O)N1CCN(CC1)C1=CC=2N(C=C1F)N=C(C2N)CC 4-(3-amino-2-ethyl-6-fluoropyrazolo[1,5-a]pyridin-5-yl)piperazine-1-carboxylic acid tert-butyl ester